3,3-dimethylbutyl 3-methylbutanate CC(CC(=O)OCCC(C)(C)C)C